ClC1=C(C(=O)N2COC3=C(C2)C=CC=C3C3=CC(=C(C(=O)O)C=C3F)N3C2COCC3CC2)C(=CC(=C1)N1CC(C1)(C)C#N)Cl 4-[3-[2,6-dichloro-4-(3-cyano-3-methylazetidin-1-yl)benzoyl]-2,4-dihydro-1,3-benzoxazin-8-yl]-5-Fluoro-2-(3-oxa-8-azabicyclo[3.2.1]octan-8-yl)benzoic acid